FC1=CC=C(C=C1)C1=NN(C=C1)C=1N=C(C2=C(N1)C=C(C=N2)C2CCOCC2)N2CCOCC2 4-[2-[3-(4-fluorophenyl)pyrazol-1-yl]-7-tetrahydropyran-4-yl-pyrido[3,2-d]pyrimidin-4-yl]morpholine